methyl ((S)-1-(((S)-2-(4-aminophenyl)-1-(2-(thiophen-2-yl)thiazol-4-yl)ethyl)amino)-1-oxo-3-phenylpropan-2-yl)(methyl)carbamate NC1=CC=C(C=C1)C[C@@H](C=1N=C(SC1)C=1SC=CC1)NC([C@H](CC1=CC=CC=C1)N(C(OC)=O)C)=O